C(C)OC1=NC=2N(C=C1C(=O)NC1=CC=C(N=N1)N1C[C@@H](N(CC1)C(=O)OC(C)(C)C)C)C=C(N2)C tert-butyl (S)-4-(6-(7-ethoxy-2-methylimidazo[1,2-a]pyrimidine-6-carboxamido)pyridazin-3-yl)-2-methylpiperazine-1-carboxylate